3-(methyl-d3)thiophene-2-carboxylic acid methyl ester COC(=O)C=1SC=CC1C([2H])([2H])[2H]